methyl (R)-(3-(3-((tert-butoxycarbonyl)amino)pyrrolidin-1-yl)-4-(3,4-dichloro-5-methyl-1H-pyrrole-2-carboxamido)benzoyl)glycinate C(C)(C)(C)OC(=O)N[C@H]1CN(CC1)C=1C=C(C(=O)NCC(=O)OC)C=CC1NC(=O)C=1NC(=C(C1Cl)Cl)C